(R)-N4-(1-Ethyl-3-(furan-2-yl)-1H-pyrazol-5-yl)-2-methyl-N-((S)-11-oxo-2,3,10,11-tetrahydro-1H,5H-benzo[d]pyrazolo[1,2-a][1,2]diazepin-10-yl)succinamid C(C)N1N=C(C=C1NC(C[C@H](C(=O)N[C@H]1C2=C(CN3N(C1=O)CCC3)C=CC=C2)C)=O)C=2OC=CC2